O1C(=NC2=C1C=CC=C2)N2CC1=CC=C(C(=C1CC2C(=O)O)OCC2=CC=CC=C2)OC 2-(benzo[d]oxazol-2-yl)-5-(benzyloxy)-6-methoxy-1,2,3,4-tetrahydroisoquinoline-3-carboxylic acid